FC1=CC(=C(C=C1)N1CN(C(C2=CC=CC(=C12)C)=O)C=1C(=NC(=CC1)OC)C)C 1-(4-fluoro-2-methylphenyl)-3-(6-methoxy-2-methylpyridin-3-yl)-8-methyl-2,3-dihydroquinazolin-4(1H)-one